ClC1=C(C=C(C=C1)C=1OC(CN(N1)C1=NC=NC2=CC(=CC=C12)F)C)OC 2-(4-chloro-3-methoxy-phenyl)-4-(7-fluoroquinazolin-4-yl)-6-methyl-5,6-dihydro-1,3,4-oxadiazine